ethyl 2-(1-heptylcyclobutyl)acetate C(CCCCCC)C1(CCC1)CC(=O)OCC